[Al].[Li].[Mg].[Ca] calcium magnesium lithium aluminum